(2S,2'S)-3,3'-(((((S)-5-amino-5-carboxypentyl)azanediyl)bis(methylene))bis(5-fluoro-3,1-phenylene))bis(2-((R)-pyrrolidin-3-yl)propionic acid) N[C@@H](CCCCN(CC=1C=C(C=C(C1)F)C[C@H](C(=O)O)[C@@H]1CNCC1)CC=1C=C(C=C(C1)F)C[C@H](C(=O)O)[C@@H]1CNCC1)C(=O)O